CC1(C(C=2C=CN=CC2CC1)NC1=C(C(C1=O)=O)NC1=C(C(=NC=C1)C(=O)N(C)C)O)C 4-((2-((6,6-dimethyl-5,6,7,8-tetrahydroisoquinolin-5-yl)amino)-3,4-dioxocyclobut-1-en-1-yl)amino)-3-hydroxy-N,N-dimethylpicolinamide